C[NH+](C)CCCC N,N-dimethylbutylammonium